N1CCC=2C1=NC=CC2C=2CCN([C@H](C2)C)C(=O)OC(C)(C)C tert-butyl (S)-4-(2,3-dihydro-1H-pyrrolo[2,3-b]pyridin-4-yl)-6-methyl-3,6-dihydropyridine-1(2H)-carboxylate